FC(C(=O)O)(F)F.COC1=CC=2C3=C(C(=NC2C=C1OCCCN1CCCC1)NCC(C)C)CCC3 8-methoxy-N-(2-methylpropyl)-7-[3-(pyrrolidin-1-yl)propoxy]-1H,2H,3H-cyclopenta[c]quinolin-4-amine trifluoroacetate